((2S,3R,4R)-2-(3,4-dimethoxyphenyl)-4-(3-fluorobenzyl)tetrahydrofuran-3-yl)-methanol COC=1C=C(C=CC1OC)[C@H]1OC[C@@H]([C@@H]1CO)CC1=CC(=CC=C1)F